C(C1=CC=CC=C1)(=O)NC1=CC=C(C2=CC(=CC(=C12)O)S(=O)(=O)O)S(=O)(=O)O 4-(benzoylamino)-5-hydroxynaphthalene-1,7-disulfonic acid